C(C1=CC=CC=C1)OC1=NC(=CC=C1NC=1C(=C(C=CC1)N1CCC(CC1)OC1CCC(CC1)C(OC)OC)N)OCC1=CC=CC=C1 N1-(2,6-dibenzyloxy-3-pyridyl)-3-[4-[4-(dimethoxymethyl)cyclohexoxy]-1-piperidyl]benzene-1,2-diamine